N1C=C(C2=CC=CC=C12)NC(=O)C1=CC=CC(=N1)C1=NC=CC=C1 N-(1H-indol-3-yl)-[2,2'-bipyridine]-6-carboxamide